[C@H]12CN(C[C@H](CC1)N2)C2=NC(=NC1=C(C(=CC=C21)C2=CC(=CC1=CC=CC=C21)O)F)NCC2(CCC2)CO 4-(4-((1R,5S)-3,8-diazabicyclo[3.2.1]octan-3-yl)-8-fluoro-2-(((1-(hydroxymethyl)cyclobutyl)methyl)amino)quinazolin-7-yl)naphthalen-2-ol